5-(allylsulfanyl)-1-{[rel-(2R,3S)-3-(2-chlorophenyl)-2-(2,4-difluorophenyl)oxiran-2-yl]methyl}-1H-1,2,4-triazole C(C=C)SC1=NC=NN1C[C@]1(O[C@H]1C1=C(C=CC=C1)Cl)C1=C(C=C(C=C1)F)F |o1:10,12|